3-{3-[(1S)-1-amino-2,3-dihydro-1H-inden-5-yl]-5-phenylimidazo[4,5-b]pyridin-2-yl}pyridin-2-amine N[C@H]1CCC2=CC(=CC=C12)N1C(=NC=2C1=NC(=CC2)C2=CC=CC=C2)C=2C(=NC=CC2)N